methyl 5-methoxy-4-(trifluoromethyl)picolinate COC=1C(=CC(=NC1)C(=O)OC)C(F)(F)F